C(C)(C)(C)OC(=O)N1CC(NCC1)=O 3-oxo-piperazine-1-carboxylic acid tert-butyl ester